NC=1C=C(C=CC1C)C=CC(=O)Cl (3-amino-4-methylphenyl)acryloyl chloride